1-(2-aminoethylamino)-3-(octyloxy)propan-2-ol NCCNCC(COCCCCCCCC)O